S(O)(O)(=O)=O.FC(C1=C(C=CC(=C1N)N)C1=C(C=CC=C1)C(F)(F)F)(F)F 2,2'-bis(trifluoromethyl)diaminobiphenyl-sulfuric acid